4,5-dichloro-4,5-difluoro-2-fluoro-2-cyano-1,3-dioxolane ClC1(OC(OC1(F)Cl)(C#N)F)F